2-ethylamino-4-phenothiazinyl-aniline iodide [I-].C(C)NC1=C(N)C=CC(=C1)C1=CC=CC=2SC3=CC=CC=C3NC12